C[C@H]1C=C(CC(O1)C(=O)OCC)OS(=O)(=O)C(F)(F)F ethyl (6S)-6-methyl-4-(((trifluoromethyl)sulfonyl)oxy)-3,6-dihydro-2H-pyran-2-carboxylate